6-(tert-butoxycarbonyl)-6-azaspiro[4.5]decane-8-carboxylic acid C(C)(C)(C)OC(=O)N1C2(CCCC2)CCC(C1)C(=O)O